FC1=CC=2N(C=C1)C(=CN2)NC2=C(C(NC=C2)=O)C(=O)NC2=CC=C(C=C2)N2CCN(CC2)C 4-((7-Fluoroimidazo[1,2-a]pyridin-3-yl)amino)-N-(4-(4-methylpiperazin-1-yl)phenyl)-2-oxo-1,2-dihydropyridine-3-carboxamide